6-(2-(cyclopropylmethoxy)pyrimidin-5-yl)-2-((5-fluoropyridin-3-yl)methyl)pyridazine-3(2H)-one C1(CC1)COC1=NC=C(C=N1)C=1C=CC(N(N1)CC=1C=NC=C(C1)F)=O